C1(CCCC1)C/C=C/C=1C=C(C=CC1OC)NC(C=C)=O (E)-N-(3-(3-cyclopentylprop-1-en-1-yl)-4-methoxyphenyl)acrylamide